2-amino-4-(3,4-difluorophenyl)thiazole-5-carbonitrile NC=1SC(=C(N1)C1=CC(=C(C=C1)F)F)C#N